holmium cis-vaccenate C(CCCCCCCCC\C=C/CCCCCC)(=O)[O-].[Ho+3].C(CCCCCCCCC\C=C/CCCCCC)(=O)[O-].C(CCCCCCCCC\C=C/CCCCCC)(=O)[O-]